2-(4-ethyl-3-piperidyl)-4-(4-methoxyphenyl)pyridine C(C)C1C(CNCC1)C1=NC=CC(=C1)C1=CC=C(C=C1)OC